O(S(=O)(=O)C(F)(F)F)C1=CC=NC2=C(C=C(N=C12)Cl)C 6-chloro-8-methyl-1,5-naphthyridin-4-yl triflate